N-(3-carbamoyl-5,5,7,7-tetramethyl-5,7-dihydro-4H-thieno[2,3-c]pyran-2-yl)-1,4,6,7-tetrahydropyrano[4,3-c]pyrazole-3-carboxamide C(N)(=O)C1=C(SC=2C(OC(CC21)(C)C)(C)C)NC(=O)C=2C1=C(NN2)CCOC1